Malimid C1(C(O)CC(N1)=O)=O